1-(5-bromo-2-fluorobenzoyl)-N-(3-chlorophenyl)-5,5-difluoropiperidine-3-carboxamide BrC=1C=CC(=C(C(=O)N2CC(CC(C2)(F)F)C(=O)NC2=CC(=CC=C2)Cl)C1)F